N1N=NN=C1CCCCCCCCCCCCC1=NN=NN1 5,5'-dodecamethylenebis(1H-tetrazole)